(4-((2,3-dihydro-1H-inden-2-yl)carbamoyl)-6-((2-methoxyphenyl)amino)-pyrimidin-2-yl)carbamic acid tert-butyl ester C(C)(C)(C)OC(NC1=NC(=CC(=N1)C(NC1CC2=CC=CC=C2C1)=O)NC1=C(C=CC=C1)OC)=O